FC1=C(C=C(C(=C1)C)C1=CC(=NC(=C1)N1CCOCC1)OCCO)NC(=O)N1C[C@@H](CC1)C(F)(F)F |r| (RS)-N-(2-fluoro-5-(2-(2-hydroxyethoxy)-6-morpholinopyridin-4-yl)-4-methylphenyl)-3-(trifluoromethyl)pyrrolidine-1-carboxamide